5-[(3-carbamoylphenyl)methyl]-7-pentyl-5H,6H,7H,8H,9H,10H-cyclohepta[b]indole-4-carboxylic acid C(N)(=O)C=1C=C(C=CC1)CN1C2=C(C3=CC=CC(=C13)C(=O)O)CCCC(C2)CCCCC